2-[(3R)-1-[(2R)-2-[[2-chloro-4-(4-fluoro-2-methyl-phenyl)-7-quinolyl]oxy]propanoyl]-3-piperidyl]acetic acid ClC1=NC2=CC(=CC=C2C(=C1)C1=C(C=C(C=C1)F)C)O[C@@H](C(=O)N1C[C@H](CCC1)CC(=O)O)C